(1S,3S)-3-((6-(5-(((4-isopropoxypyrimidin-2-yl)oxy)methyl)-1-methyl-1H-1,2,3-triazol-4-yl)-2-methylpyridin-3-yl)oxy)cyclohexane-1-carboxylic acid C(C)(C)OC1=NC(=NC=C1)OCC1=C(N=NN1C)C1=CC=C(C(=N1)C)O[C@@H]1C[C@H](CCC1)C(=O)O